N7-(((3aS,4R,6aR)-4-(4-Amino-7H-pyrrolo[2,3-d]pyrimidin-7-yl)-2,2-dimethyl-3a,6a-dihydro-4H-cyclopenta[d][1,3]dioxol-6-yl)methyl)-N2-(4-methoxybenzyl)-N7-methylquinoline-2,7-diamine NC=1C2=C(N=CN1)N(C=C2)[C@@H]2C=C([C@H]1OC(O[C@H]12)(C)C)CN(C1=CC=C2C=CC(=NC2=C1)NCC1=CC=C(C=C1)OC)C